5-(2',3',5',6'-tetrahydrospiro[inden-1,4'-pyran]-5-yl)benzamide O1CCC2(CC1)C=CC1=CC(=CC=C12)C=1C=CC=C(C(=O)N)C1